FC1(OC2=C(O1)C=CC(=C2)NC2=NC=C(C(=N2)N2C=C(C=C2)C(=O)OC)C)F methyl 1-(2-((2,2-difluorobenzo[d][1,3]dioxol-5-yl)amino)-5-methyl-pyrimidin-4-yl)-1H-pyrrole-3-carboxylate